C(C)OC(=O)C1=C(C2=C(S1)C=CC=C2F)CCC2=CC=C(C=C2)C#N 3-(4-cyanophenethyl)-4-fluorobenzo[b]Thiophene-2-carboxylic acid ethyl ester